allyloxymethylphenoxyethyl methacrylate C(C(=C)C)(=O)OCC(OC1=CC=CC=C1)COCC=C